ClC1=C(C=CC=C1)[C@H]1CC[C@H](N1C(C1=CC(=C(C=C1)C1CCN(CC1)C)OC)=O)C(=O)O (2S,5R)-5-(2-chlorophenyl)-1-(3-methoxy-4-(1-methylpiperidin-4-yl)benzoyl)pyrrolidine-2-carboxylic acid